2-(methyl)-1H-benzo[d]imidazole-6-carboxylate CC1=NC2=C(N1)C=C(C=C2)C(=O)[O-]